N=S(=O)C imino-methyl-oxo-lambda6-sulfane